5-chloro-isothiazolin ClC1CC=NS1